3α,7β-dihydroxy-12-oxo-5β-cholanic acid O[C@H]1C[C@H]2C[C@@H]([C@H]3[C@@H]4CC[C@H]([C@@H](CCC(=O)O)C)[C@]4(C(C[C@@H]3[C@]2(CC1)C)=O)C)O